CCCCCCCCCC[Si](OC)(OC)OC n-decyltrimethoxysilane